2-(methylsulfanyl)-benzothiazole CSC=1SC2=C(N1)C=CC=C2